C(C)(=O)N1CC(CCC1)C#CC=1C=CC(=C(C1)NC(C1=CC(=CC=C1)OC)=O)N1C[C@@H](N(CC1)C)C N-(5-((1-acetylpiperidin-3-yl)ethynyl)-2-((S)-3,4-dimethylpiperazin-1-yl)phenyl)-3-methoxybenzamide